COC1=C(C=CC=C1C1=NC=CN=C1)NC1=CC(=NC=C1C(CC)=O)NC(=O)[C@@H]1CC12CC2 (R)-N-(4-((2-methoxy-3-(pyrazin-2-yl)phenyl)amino)-5-propionylpyridin-2-yl)spiro[2.2]pentane-1-Carboxamide